[6-[4-chloro-2-fluoro-6-(2-methyl-5-pyridin-2-ylpyrazol-3-yl)oxyphenyl]pyridin-3-yl]methanamine ClC1=CC(=C(C(=C1)OC=1N(N=C(C1)C1=NC=CC=C1)C)C1=CC=C(C=N1)CN)F